(R)-1-(4-(3H-[1,2,3]triazolo[4,5-b]pyridin-3-yl)-N-(1-(tert-butoxycarbonyl)piperidin-3-yl)-2-fluorobenzamido)isoquinoline-6-carboxylic acid N1=NN(C2=NC=CC=C21)C2=CC(=C(C(=O)N([C@H]1CN(CCC1)C(=O)OC(C)(C)C)C1=NC=CC3=CC(=CC=C13)C(=O)O)C=C2)F